NCC=1C2CC(C(C1)C2)CN 2,5-bis(aminomethyl)norbornene